β,ψ-Carotene-4,4'-dione CC1(C)CCC(C(C)=C1\C=C\C(\C)=C\C=C\C(\C)=C\C=C\C=C(/C)\C=C\C=C(/C)\C=C\C=C(/C)\C(CC=C(C)C)=O)=O